2-((6-(trifluoromethyl)pyridin-3-yl)oxy)-1',2',3',6'-tetrahydro-3,4'-bipyridine FC(C1=CC=C(C=N1)OC1=NC=CC=C1C=1CCNCC1)(F)F